C(C)OC(=O)C=1C(=C2C(=NC1)C(=CS2)Br)O 3-bromo-7-hydroxythieno[3,2-b]pyridine-6-carboxylic acid ethyl ester